(4-phenoxyphenyl)-nicotinamide O(C1=CC=CC=C1)C1=CC=C(C=C1)C1=C(C(=O)N)C=CC=N1